2-chloro-4-fluoro-3-([[3-methyl-1-(oxan-2-yl)pyrazolo[3,4-b]pyridin-5-yl]oxy]methyl)aniline ClC1=C(N)C=CC(=C1COC=1C=C2C(=NC1)N(N=C2C)C2OCCCC2)F